3-(S-(difluoromethyl)sulfonimidoyl)benzoic acid FC(S(=O)(=N)C=1C=C(C(=O)O)C=CC1)F